1-(3-((4-methoxyphenyl)sulfonyl)-6-(trifluoromethoxy)quinolin-4-yl)piperidin-4-ol COC1=CC=C(C=C1)S(=O)(=O)C=1C=NC2=CC=C(C=C2C1N1CCC(CC1)O)OC(F)(F)F